(3-(4-nitrophenyl)-2-oxopropyl)-1H-indole-3-carbaldehyde [N+](=O)([O-])C1=CC=C(C=C1)CC(CN1C=C(C2=CC=CC=C12)C=O)=O